6-bromo-N-(1-(1-(pyridine-2-yl)-1H-1,2,4-triazole-5-yl)ethyl)-8-(trifluoromethyl)quinazoline-4-amine BrC=1C=C2C(=NC=NC2=C(C1)C(F)(F)F)NC(C)C1=NC=NN1C1=NC=CC=C1